C(C)(C)(C)C=1C=C(CC(C(=O)[O-])CCCCCCC(C(=O)[O-])CC2=CC(=C(C(=C2)C(C)(C)C)O)C(C)(C)C)C=C(C1O)C(C)(C)C hexamethylenebis(3,5-di-tert-butyl-4-hydroxyhydrocinnamate)